N1C=NC2=C1C=CC(=C2)NC(=O)C2C(=NN(C2=O)C2=CC=CC=C2)C N-(1H-benzo[d]imidazol-5-yl)-3-methyl-5-oxo-1-phenyl-4,5-dihydro-1H-pyrazole-4-carboxamide